N1=CC=C(C2=CC=CN=C12)SC=1C=CC=2C(=NC=C(N2)N2CCC(CC2)(N)C)N1 1-(6-((1,8-naphthyridin-4-yl)thio)pyrido[2,3-b]pyrazin-2-yl)-4-methylpiperidin-4-amine